2-((2,4-dichlorophenyl)amino)ethan-1-one ClC1=C(C=CC(=C1)Cl)NCC=O